C(C)(=O)N1C[C@H](CCC1)NC(=O)C1=NC(=CC=C1)C1=CC2=C(C(=CC=C2C=C1)OC)NCC(=C)C#N N-[(3S)-1-acetylpiperidin-3-yl]-6-{8-[(2-cyano-2-methylideneethyl)amino]-7-methoxynaphthalen-2-yl}pyridine-2-carboxamide